(E)-3-[4-[4-[4-(4,4,4-trifluorobutyl)cyclohexyl]cyclohexanecarbonyl]-oxyphenyl]prop-2-enoic acid FC(CCCC1CCC(CC1)C1CCC(CC1)C(=O)OC1=CC=C(C=C1)/C=C/C(=O)O)(F)F